(S)-1-(4-((9-ethyl-9H-carbazol-3-yl)carbamoyl)benzyl)-N-(4-((1,2,3,4-tetrahydroacridin-9-yl)amino)butyl)piperidine-3-carboxamide C(C)N1C2=CC=CC=C2C=2C=C(C=CC12)NC(=O)C1=CC=C(CN2C[C@H](CCC2)C(=O)NCCCCNC=2C3=CC=CC=C3N=C3CCCCC23)C=C1